FC1=C(COC2=CC=CC(=N2)C2=C(C=C(CC3=NC=4C(=NC(=CC4)C(=O)O)N3C[C@H]3OCC3)C=C2)F)C=CC(=C1)F (S)-2-(4-(6-((2,4-difluorobenzyl)oxy)pyridin-2-yl)-3-fluorobenzyl)-3-(oxetan-2-ylmethyl)-3H-imidazo[4,5-b]pyridine-5-carboxylic acid